O=C1NC2=CC=C(C=C2CC1)C#N 2-oxo-3,4-dihydro-1H-quinoline-6-carbonitrile